(S)-N-(4-((3-((7-(2-amino-3-(thiazol-4-yl)propanamido)heptyl)oxy)phenyl)carbamoyl)benzyl)-N-cyclopropyl-3-oxo-3,4-dihydro-2H-benzo[b][1,4]oxazine-7-carboxamide 2,2,2-trifluoroacetate FC(C(=O)O)(F)F.N[C@H](C(=O)NCCCCCCCOC=1C=C(C=CC1)NC(=O)C1=CC=C(CN(C(=O)C=2C=CC3=C(OCC(N3)=O)C2)C2CC2)C=C1)CC=1N=CSC1